O=C1NC(CCC1N1C(C2=CC=C(C=C2C1=O)N([C@H]1[C@@H](CCCC1)NCC=1C=NC=CC1)C)=O)=O 2-(2,6-dioxopiperidin-3-yl)-5-(methyl((1R,2R)-2-((pyridin-3-ylmethyl)amino)cyclohexyl)amino)isoindoline-1,3-dione